((dimethyl-(4-methylpiperazin-1-yl)silyl)methyl)lithium C[Si](N1CCN(CC1)C)(C)C[Li]